C[Si](OC[C@H]1O[C@H]([C@@H]([C@H]([C@@H]1O[Si](C)(C)C)O[Si](C)(C)C)O[Si](C)(C)C)O[Si](C)(C)C)(C)C trimethyl-[[(2R,3R,4S,5R,6S)-3,4,5,6-tetrakis(trimethylsilyloxy)tetrahydropyran-2-yl]methoxy]silane